N-[[6-(cyclopropoxy)-1-[4-(trifluoromethyl)phenyl]indazol-3-yl]methyl]methanesulfonamide C1(CC1)OC1=CC=C2C(=NN(C2=C1)C1=CC=C(C=C1)C(F)(F)F)CNS(=O)(=O)C